(cyclohexyl-(methyl)carbamoyl)pyridinecarboxylic acid methyl ester COC(=O)C1=NC=CC=C1C(N(C)C1CCCCC1)=O